CC=1C=C(C=C2C=NNC12)C[C@H](C(=O)O)NC(=O)OC(C)(C)C (R)-3-(7-methyl-1H-indazol-5-yl)-2-((tert-butoxycarbonyl)amino)propionic acid